(((5-((dimethylamino)methyl)-1,3-phenylene)bis(methylene))bis(oxy))bis(8-oxooctane-8,1-diyl)bis(decanoate) CN(C)CC=1C=C(C=C(C1)COC(CCCCCCCCCCCCCCCCC(=O)[O-])=O)COC(CCCCCCCCCCCCCCCCC(=O)[O-])=O